2-fluoro-4-(4-((1r,4r)-4-hydroxycyclohexylamino)pyrimidin-2-ylamino)-N-(8-methylisoquinolin-1-yl)-N-((R)-piperidin-3-yl)benzamide FC1=C(C(=O)N([C@H]2CNCCC2)C2=NC=CC3=CC=CC(=C23)C)C=CC(=C1)NC1=NC=CC(=N1)NC1CCC(CC1)O